N/C(/NCCC[C@@H](NC([C@@H](N1CC2=CC=CC=C2C1)C1=CC=C(OCCCNC(OC(C)(C)C)=O)C=C1)=O)C(NCC1=C(C=C(C=C1F)O)F)=O)=N/C(NCCNC(CC)=O)=O tert-butyl (3-(4-((1S,4R,Z)-9-amino-4-((2,6-difluoro-4-hydroxybenzyl)carbamoyl)-1-(isoindolin-2-yl)-2,11,16-trioxo-3,8,10,12,15-pentaazaoctadec-9-en-1-yl)phenoxy)propyl)carbamate